C1(=CC=CC=C1)C1=NC(=NC(=N1)C(Cl)(Cl)Cl)C(Cl)(Cl)Cl phenyl-bis(trichloromethyl)-s-triazine